(E)-N-hydroxy-3-(2-(4-(4-(methylsulfonyl)butanoyl)piperazin-1-yl)phenyl)acrylamide ONC(\C=C\C1=C(C=CC=C1)N1CCN(CC1)C(CCCS(=O)(=O)C)=O)=O